6-(5-methylthiazol-2-yl)-N-[(1R)-1-[2-(trifluoromethyl)pyrimidin-5-yl]ethyl]pyrido[2,3-d]pyrimidin-4-amine CC1=CN=C(S1)C1=CC2=C(N=CN=C2N[C@H](C)C=2C=NC(=NC2)C(F)(F)F)N=C1